tert-butyl N-cyclopropyl-N-[1-[7-[[1-[(2,4-dimethoxyphenyl)methyl]-4,6-dimethyl-imidazo[4,5-c]pyridin-2-yl]carbamoyl]-2-methyl-indazol-4-yl]-4-piperidyl]carbamate C1(CC1)N(C(OC(C)(C)C)=O)C1CCN(CC1)C=1C2=CN(N=C2C(=CC1)C(NC=1N(C2=C(C(=NC(=C2)C)C)N1)CC1=C(C=C(C=C1)OC)OC)=O)C